(1S,2S)-N-(6-(5-chloro-7-(1,1-difluoroprop-1-en-2-yl)-6-fluoro-1H-indazol-4-yl)imidazo[1,2-a]pyrazin-2-yl)-2-fluorocyclopropane-1-carboxamide ClC=1C(=C2C=NNC2=C(C1F)C(=C(F)F)C)C=1N=CC=2N(C1)C=C(N2)NC(=O)[C@H]2[C@H](C2)F